NC(C(=O)O)(CCCCB(O)O)CCCN1CC(CC1)NC(=O)NC1=CC=C(C=C1)F 2-amino-6-borono-2-(3-(3-(3-(4-fluorophenyl)ureido)pyrrolidin-1-yl)propyl)hexanoic acid